(trans)-N-(3-(4-cyclopropoxy-2-methoxypyridin-3-yl)-1-((2-(trimethylsilyl)ethoxy)methyl)-1H-pyrrolo[2,3-b]pyridin-6-yl)-2-(2-(dimethylamino)ethoxy)cyclopropane-1-carboxamide C1(CC1)OC1=C(C(=NC=C1)OC)C1=CN(C2=NC(=CC=C21)NC(=O)[C@H]2[C@@H](C2)OCCN(C)C)COCC[Si](C)(C)C